ClC=1C(=C2C=NN(C2=CC1C)C1OCCCC1)C=1C(=NN(C1C)C1CC2(CN(C2)C(=O)OCCCC)C1)C=1C=C2C=CN=NC2=CC1 butyl 6-(4-(5-chloro-6-methyl-1-(tetrahydro-2H-pyran-2-yl)-1H-indazol-4-yl)-3-(cinnolin-6-yl)-5-methyl-1H-pyrazol-1-yl)-2-azaspiro[3.3]heptane-2-carboxylate